6-(1-((5s,8s)-2-acetyl-2-azaspiro[4.5]decan-8-yl)-5-methyl-1H-pyrazol-4-yl)-4-((3-fluoropyridin-2-yl)thio)pyrazolo[1,5-a]pyridine-3-carbonitrile C(C)(=O)N1CC2(CC1)CCC(CC2)N2N=CC(=C2C)C=2C=C(C=1N(C2)N=CC1C#N)SC1=NC=CC=C1F